rac-1-(4-((2R,3S,4S,5R)-3-(3,4-difluoro-2-methoxyphenyl)-4,5-dimethyl-5-(trifluoromethyl)tetrahydrofuran-2-carboxamido)pyridin-2-yl)ethyl acetate C(C)(=O)O[C@H](C)C1=NC=CC(=C1)NC(=O)[C@@H]1O[C@]([C@H]([C@H]1C1=C(C(=C(C=C1)F)F)OC)C)(C(F)(F)F)C |&1:4|